C(#N)C(=NNC1=CC2=C(N=C(S2)N2C[C@@H](N([C@@H](C2)C)C(=O)OC(C)(C)C)C)C=C1)C#N tert-butyl (2S,6R)-4-(6-(2-(dicyano-methylene)hydrazinyl)benzo[d]thiazol-2-yl)-2,6-dimethylpiperazine-1-carboxylate